Methyl 4-cyclobutyl-5-(5-ethyl-N-methyl-4H-1,2,4-triazol-3-yl)-2-methylbenzoate C1(CCC1)C1=CC(=C(C(=O)OC)C=C1C1=NN(C(N1)CC)C)C